F[P-](F)(F)(F)(F)F.C[NH2+]C N-methylmethan-aminium hexafluorophosphate